COCCOC1=C(C=C(C=C1)C=1SC=C(N1)CC(=O)NCC(=O)O)NC(=O)C1=CN=CO1 (2-(2-(4-(2-METHOXYETHOXY)-3-(OXAZOLE-5-CARBOXAMIDO)PHENYL)THIAZOL-4-YL)ACETYL)GLYCINE